Tert-butyl 4-[3-methyl-2-oxo-1-(2-trimethylsilylethoxymethyl)benzimidazol-4-yl]-3-oxopiperidine-1-carboxylate CN1C(N(C2=C1C(=CC=C2)C2C(CN(CC2)C(=O)OC(C)(C)C)=O)COCC[Si](C)(C)C)=O